C(C)(C)(C)OC(=O)N[C@H](C(=O)OC)CC1=C(C(=CC=C1)O)F methyl (2S)-2-[(tert-butoxycarbonyl)amino]-3-(2-fluoro-3-hydroxyphenyl)propanoate